C(CC)S1SCC=C1 1-propyldithiol